C1(=CCCC1)C1=CN=CC2=C1N=C(N=C2)NC2=C(C=C(C=C2)N2CCN(CC2)C)OC 8-(cyclopent-1-en-1-yl)-N-(2-methoxy-4-(4-methylpiperazin-1-yl)phenyl)pyrido[4,3-d]pyrimidin-2-amine